2-(N,N-dimethylamino)ethyl 2-methyl-2-propenoate CC(C(=O)OCCN(C)C)=C